2-(4-(5-chloro-2-(4-chloro-1H-1,2,3-triazol-1-yl)phenyl)-2,5-dioxapiperazin-1-yl)-3-(4-chlorophenyl)propionic acid ClC=1C=CC(=C(C1)N1CON(CO1)C(C(=O)O)CC1=CC=C(C=C1)Cl)N1N=NC(=C1)Cl